CHLOROPHENOL C1=CC=C(C(=C1)O)Cl